1-[3-(hydroxyethyl)-6-[6-[(6-methylpyridazin-3-yl)amino]benzimidazol-1-yl]-2-pyridyl]-5-methyl-pyrazole-4-carbonitrile OCCC=1C(=NC(=CC1)N1C=NC2=C1C=C(C=C2)NC=2N=NC(=CC2)C)N2N=CC(=C2C)C#N